1-(1-chloroethyl)-2,3-dimethylbenzene ClC(C)C1=C(C(=CC=C1)C)C